(2Z)-2-[2-(2-bromo-4-chloro-5-methoxyphenyl)hydrazin-1-ylidene]acetaldehyde BrC1=C(C=C(C(=C1)Cl)OC)N\N=C/C=O